(E)-4-((4-(3-(6,7-dimethoxy-3,4-dihydroisoquinolin-2(1H)-yl)-3-oxoprop-1-en-1-yl)-2-methoxyphenoxy)methyl)-N-hydroxybenzamide COC=1C=C2CCN(CC2=CC1OC)C(/C=C/C1=CC(=C(OCC2=CC=C(C(=O)NO)C=C2)C=C1)OC)=O